isopropylthieno[2,3-d]pyrimidin C(C)(C)C=1N=CC2=C(N1)SC=C2